C[C@@H]1CN(CCN1C(=O)[C@@H]1[C@@H](C1)C)C1=NC(=NC=C1C#N)C=1C=NN(C1)C 4-[(3R)-3-methyl-4-{[(1S,2R)-2-methylcyclopropyl]carbonyl}piperazin-1-yl]-2-(1-methyl-1H-pyrazol-4-yl)pyrimidine-5-carbonitrile